C(C1=CC=CC=C1)N1CC(OCC1)C(=O)NC1=CC=CC=2N(C(NC21)=O)C2CCC(CC2)C(NC2=CC(=C(C=C2)C)OC)=O 4-benzyl-N-[1-[4-[(3-methoxy-4-methyl-phenyl)carbamoyl]cyclohexyl]-2-oxo-3H-benzoimidazol-4-yl]morpholine-2-carboxamide